C[C@]1(OCC2=C1N=C(N=C2)C(=O)N[C@@H]2C(NC1=C(CC2)C=C(C=C1F)F)=O)C(F)(F)F (7R)-7-methyl-N-[(3S)-7,9-difluoro-2-oxo-1,3,4,5-tetrahydro-1-benzazepine-3-yl]-7-(trifluoromethyl)-5H-furo[3,4-d]Pyrimidine-2-carboxamide